ClC=1C=CC(=C(C1)C1=CC(=CN=N1)NC1=CC=NC2=CC(=CC=C12)OCCN1CCN(CC1)CCNC(OC)=O)F methyl N-[2-(4-{2-[(4-{[6-(5-chloro-2-fluorophenyl)pyridazin-4-yl]amino}quinolin-7-yl)oxy]ethyl}piperazin-1-yl)ethyl]carbamate